methyl 3-((6-aminopyridazin-3-yl)methyl)-5-(difluoromethyl)-2-oxopiperidine-3-carboxylate NC1=CC=C(N=N1)CC1(C(NCC(C1)C(F)F)=O)C(=O)OC